C1(=CC=CC=C1)S(=O)(=O)N1N=C(C=C1)B(O)O 1-(benzenesulfonyl)pyrazol-3-ylboronic acid